S1N=CN=C1N1CC(C1)CC(=O)[O-].[Li+] lithium 2-(1-(1,2,4-thiadiazol-5-yl)azetidin-3-yl)acetate